2-iodo-4,5-dimethoxypyridine IC1=NC=C(C(=C1)OC)OC